ClC1=CC=C(C(=N1)C#N)O[C@H](C)C=1C=C(C=C2C(C(=C(OC12)C=1C=NC2=CC=CN=C2C1)C)=O)C 6-Chloro-3-[(1R)-1-[3,6-dimethyl-2-(1,5-naphthyridin-3-yl)-4-oxo-chromen-8-yl]ethoxy]pyridine-2-carbonitrile